(2S,3R,4R,5S)-4-[[3-(3,4-difluoro-2-methoxy-phenyl)-4-ethyl-5-methyl-5-(trifluoromethyl)tetrahydrofuran-2-carbonyl]amino]pyridine-2-carboxamide FC=1C(=C(C=CC1F)[C@@H]1[C@H](O[C@@]([C@@H]1CC)(C(F)(F)F)C)C(=O)NC1=CC(=NC=C1)C(=O)N)OC